4-(chloromethyl)-6-methylpyrimidine ClCC1=NC=NC(=C1)C